(1,3-dioxolan-2-ylmethyl)magnesium bromide O1C(OCC1)C[Mg]Br